(13S,17R)-13-ethyl-17-ethynyl-3-oxo-2,3,6,7,8,9,10,11,12,13,14,15,16,17-tetradecahydro-1H-cyclopenta[a]phenanthren-17-yl [(2H-1,3-benzodioxol-5-yl)oxy]acetate O1COC2=C1C=CC(=C2)OCC(=O)O[C@]2(CCC1C3CCC4=CC(CCC4C3CC[C@]21CC)=O)C#C